N-(2-fluorophenyl)benzamide FC1=C(C=CC=C1)NC(C1=CC=CC=C1)=O